[2-(benzyloxy)-6-pentadecylphenyl](2,4,5-trimethoxyphenyl)methanone Tert-butyl-(2R)-2-{[(4-bromopyridin-3-yl)oxy]methyl}azetidine-1-carboxylate C(C)(C)(C)OC(=O)N1[C@H](CC1)COC=1C=NC=CC1Br.C(C1=CC=CC=C1)OC1=C(C(=CC=C1)CCCCCCCCCCCCCCC)C(=O)C1=C(C=C(C(=C1)OC)OC)OC